FC(C1=CC=C2C(=N1)OC=N2)(F)F 5-(trifluoromethyl)oxazolo[5,4-b]pyridin